1-ethyl-1-propanol C(C)C(CC)O